C(C)(C)(C)OC(=O)N1N=C(C2=CC=C(C=C12)[C@@H]1C[C@@]12C(N(C1=CC=C(C=C21)OC)C(=O)OC(C)(C)C)=O)NC2=NC(=NC=C2OCC)C tert-butyl (1R,2S)-2-[1-(tert-butoxycarbonyl)-3-[(5-ethoxy-2-methylpyrimidin-4-yl)amino]indazol-6-yl]-5'-methoxy-2'-oxospiro[cyclopropane-1,3'-indole]-1'-carboxylate